methyl (S)-5-chloro-2,3-dihydro-2-hydroxy-1-oxo-1H-indene-2-carboxylate ClC=1C=C2C[C@](C(C2=CC1)=O)(C(=O)OC)O